CS(=O)(=O)OC1CC(C1)C1=NOC(=N1)CN1C=NC=2N=CN(C2C1=O)C [3-[5-[(7-methyl-6-oxo-purin-1-yl) methyl]-1,2,4-oxadiazol-3-yl] cyclobutyl] methanesulfonate